[2-(4-chlorophenyl)-4,4-dimethylcyclohex-1-en-1-yl]methyl(piperazin-1-yl)-2-(1H-pyrrolo[2,3-b]pyridin-5-yloxy)benzamide ClC1=CC=C(C=C1)C1=C(CCC(C1)(C)C)C=1C(=C(C(=C(C(=O)N)C1)OC=1C=C2C(=NC1)NC=C2)N2CCNCC2)C